The molecule is a tetrapeptide composed of L-asparagine, L-tryptophan, L-cysteine and L-histidine joined in sequence by peptide linkages. It has a role as a metabolite. It derives from a L-asparagine, a L-tryptophan, a L-cysteine and a L-histidine. C1=CC=C2C(=C1)C(=CN2)C[C@@H](C(=O)N[C@@H](CS)C(=O)N[C@@H](CC3=CN=CN3)C(=O)O)NC(=O)[C@H](CC(=O)N)N